1-(5-isoquinolineylsulfonyl)homopiperazine, hydrochloride Cl.C1=NC=CC2=C(C=CC=C12)S(=O)(=O)N1CCNCCC1